4-piperidinesulfonamide N1CCC(CC1)S(=O)(=O)N